Ethyl 2-(2,6-difluoro-4-((5-oxo-4-(4-(trifluoromethyl)phenyl)-4,5-dihydro-1H-1,2,4-triazol-1-yl)methyl)phenoxy)-2-methylpropionat FC1=C(OC(C(=O)OCC)(C)C)C(=CC(=C1)CN1N=CN(C1=O)C1=CC=C(C=C1)C(F)(F)F)F